CCCCC1(CCCCC1)O Butylcyclohexanol